OCC1CN(C1)C=1C=C2CN(C(C2=CC1)=O)C1C(NC(CC1)=O)=O 3-[5-[3-(hydroxymethyl)azetidin-1-yl]-1-oxo-isoindolin-2-yl]piperidine-2,6-dione